5-methyl-3H-imidazo[4,5-b]pyridine CC1=CC=C2C(=N1)NC=N2